C1(CC1)C=1C(=NON1)C(=O)N[C@H](C=1OC2=C(N1)C(=C(C=C2)CN2C(N[C@@H](C2)C(F)(F)F)=O)F)C2CCC(CC2)(F)F 4-Cyclopropyl-N-((S)-(4,4-difluorocyclohexyl)(4-fluoro-5-(((S)-2-oxo-4-(trifluoromethyl)imidazolidin-1-yl)methyl)benzo[d]oxazol-2-yl)methyl)-1,2,5-oxadiazole-3-carboxamide